Cl.NC=1C(=C(C=CC1)NC(C1=NC=C(C=C1)CCCCC)=O)C N-(3-amino-2-methylphenyl)-5-pentylpicolinamide hydrogen chloride